3-{2-[8-methyl-4-oxo-2-thieno[2,3-c]pyridin-5-yl-3-(2-trimethylsilyl-ethoxymethyl)-3,4-dihydro-quinazolin-6-yloxy]-ethyl}-piperidine-1-carboxylic acid tert-butyl ester C(C)(C)(C)OC(=O)N1CC(CCC1)CCOC=1C=C2C(N(C(=NC2=C(C1)C)C=1C=C2C(=CN1)SC=C2)COCC[Si](C)(C)C)=O